C(C=C)(=O)OCCCCO r-4-hydroxybutyl acrylate